7-cyclopentyl-2-{5-[4-(pyrrolidine-1-carbonyl)-piperazin-1-yl]-pyridin-2-ylamino}-7H-pyrrolo[2,3-d]pyrimidine-6-carboxylic acid C1(CCCC1)N1C(=CC2=C1N=C(N=C2)NC2=NC=C(C=C2)N2CCN(CC2)C(=O)N2CCCC2)C(=O)O